S(=O)(=O)(C(F)(F)F)C=1C=C(C=O)C=CC1 3-triflylbenzaldehyde